bicyclo[2.2.1]heptane-1,4-diamine C12(CCC(CC1)(C2)N)N